COC(=O)C12CCCN2C(CC1)CO.BrC1=C(C=CC=C1)S(=O)(=O)NC1=CC=2C(C3=CC=CC=C3C(C2C(=C1O)O)=O)=O 2-bromo-N-(3,4-dihydroxy-9,10-dioxo-9,10-dihydroanthracen-2-yl)benzenesulfonamide methyl-3-(hydroxymethyl)tetrahydro-1H-pyrrolizin-7a(5H)-formate